C1=CC(=C(C=C1C2=CC(=O)C3=C(C=C(C=C3O2)O[C@H]4[C@@H]([C@H]([C@@H]([C@H](O4)C(=O)[O-])O)O)O)O)O)O The molecule is a carbohydrate acid derivative anion that is the conjugate base of luteolin 7-O-beta-D-glucosiduronic acid, arising from deprotonation of the carboxy group; major species at pH 7.3. It is a carbohydrate acid derivative anion and a monocarboxylic acid anion. It is a conjugate base of a luteolin 7-O-beta-D-glucosiduronic acid. It is a conjugate acid of a luteolin 7-O-beta-D-glucosiduronate(2-).